5,8-epiminocyclohepta[d]pyrimidine-10-carboxylate N1=CN=CC2=C1CC1=CC=C2N1C(=O)[O-]